OC(CC1NCCC2=CC(=CC=C12)C(=O)N)CN1CC2=CC=C(C=C2CC1)OCC1=C(N=CO1)C 2-hydroxy-3-(6-((4-methyloxazol-5-yl)methoxy)-3,4-dihydroisoquinolin-2(1H)-yl)propyl-1,2,3,4-tetrahydroisoquinoline-6-carboxamide